3-(2-((2-chloro-1H-imidazol-1-yl)methyl)pyrimidine-5-yl)-5-isobutyl-thiophene-2-sulfonamide ClC=1N(C=CN1)CC1=NC=C(C=N1)C1=C(SC(=C1)CC(C)C)S(=O)(=O)N